ClC1=C(C=C(C=C1)[C@@H]1O[C@@H]([C@H]([C@@H]([C@H]1O)O)O)CO)CC1=CC=C(C=C1)O[C@@H]1COCC1 (2S,3R,4R,5S,6R)-2-(4-chloro-3-{4-[(S)-(tetrahydrofuran-3-yl)oxy]benzyl}phenyl)-6-hydroxymethyltetrahydropyran-3,4,5-triol